C1(=C(C(=CC(=C1)C)C)C=1N=C(OC1C1=CC=CC=C1)C1=CC=CC=C1)C 4-Mesityl-2,5-diphenyloxazole